(S)-8-(6-(tert-butyl)-5-fluoropyridin-3-yl)-3-(methoxymethyl)-6-oxo-3,4-dihydro-2H,6H-pyrimido[2,1-b][1,3]thiazine-7-carbonitrile C(C)(C)(C)C1=C(C=C(C=N1)C=1N=C2SC[C@@H](CN2C(C1C#N)=O)COC)F